palmitoylsphingosine-d7 C(CCCCCCCCCCCCCCC)(=O)\C(=C(/[C@]([C@](C(O)([2H])[2H])(N([2H])[2H])[2H])(O)[2H])\[2H])\CCCCCCCCCCCCC